Imidazo[1,5-a]pyrimidine-2-carboxylic acid N=1C=2N(C=CC1C(=O)O)C=NC2